COCOC1=C(C=CC(=C1)B1OC(C(O1)(C)C)(C)C)N1N=CC=C1 1-[2-(methoxymethoxy)-4-(4,4,5,5-tetramethyl-1,3,2-dioxaborolan-2-yl)phenyl]pyrazole